C(C)NC(OC1=CC=C2C(C=C(OC2=C1OC(NCC)=O)C1=CC=CC=C1)=O)=O 4-oxo-2-phenyl-4H-chromene-7,8-diyl bis(ethylcarbamate)